C1(=CC=CC2=CC=CC=C12)CC1C=CC2=CC=CC=C12 1-(1-naphthylmethyl)indene